1-(morpholine-4-carbonyl)cyclopropane N1(CCOCC1)C(=O)C1CC1